N[C@H](C=1N=C2N(N=C(C(=C2)Cl)CC2C(NC[C@H](C2)C)=O)C1)C1CCC(CC1)(F)F (5S)-3-((2-((s)-amino(4,4-difluorocyclohexyl)methyl)-7-chloroimidazo[1,2-b]pyridazin-6-yl)methyl)-5-methylpiperidin-2-one